O1[C@@H](COCC1)COC=1C(=C2N(CCC3=CC(=C(C=C23)C#N)OC)C(C1)=O)C 2-((S)-1-[1,4]dioxan-2-ylmethoxy)-9-methoxy-1-methyl-4-oxo-6,7-dihydro-4H-pyrido[2,1-a]isoquinoline-10-carbonitrile